N(=[N+]=[N-])CCCN(C(OC(C)(C)C)=O)CCC1=CC2=CC=CC=C2C=C1 tert-butyl (3-azidopropyl)(2-(naphthalen-2-yl)ethyl)carbamate